5-tert-butyl-N-[[4-[3-(3,6-diazabicyclo[3.2.1]octan-3-yl)-4-pyridyl]-2-methyl-phenyl]methyl]isoxazole-3-carboxamide C(C)(C)(C)C1=CC(=NO1)C(=O)NCC1=C(C=C(C=C1)C1=C(C=NC=C1)N1CC2CNC(C1)C2)C